C1(CCCCC1)NC1=NC=CC2=C1N=C(N=C2)NC2=C(C=C(C=C2)C=2C=NN(C2)C)C N8-cyclohexyl-N2-(2-methyl-4-(1-methyl-1H-pyrazol-4-yl)phenyl)pyrido[3,4-d]pyrimidine-2,8-diamine